C1(=CC=CC=C1)C=1N=C(OC1C1=CC=CC=C1)SCC(=O)NCC 2-(4,5-diphenyloxazol-2-yl)sulfanyl-N-ethylacetamide